N-(4-((4-(2-methoxyethoxy)-6-(methylsulfonyl)pyridin-2-yl)amino)-5-(pyrazolo[1,5-a]pyrimidin-5-yl)pyridin-2-yl)acetamide COCCOC1=CC(=NC(=C1)S(=O)(=O)C)NC1=CC(=NC=C1C1=NC=2N(C=C1)N=CC2)NC(C)=O